N-(4-((4-(3-(hydroxymethyl)tetrahydrofuran-3-yl)-6-(methylsulfonyl)pyridin-2-yl)amino)-5-(3-methoxy-1-methyl-1H-pyrazol-4-yl)pyridin-2-yl)acetamide OCC1(COCC1)C1=CC(=NC(=C1)S(=O)(=O)C)NC1=CC(=NC=C1C=1C(=NN(C1)C)OC)NC(C)=O